CC(CCCCCCCCCCCCCCCCO)CC 17-methyl-nonadecanol